L-lysine compound with 2-(4-isobutylphenyl)propanoic acid C(C(C)C)C1=CC=C(C=C1)C(C(=O)O)C.N[C@@H](CCCCN)C(=O)O